C1(CC1)NC1=C(C=NC2=CC=C(C=C12)C=1C=NNC1)C(=O)NCC1CCS(CC1)(=O)=O 4-(cyclopropylamino)-N-((1,1-dioxidotetrahydro-2H-thiopyran-4-yl)methyl)-6-(1H-pyrazol-4-yl)quinoline-3-carboxamide